tert-Butyl (E)-2-(N-methylbut-2-enamido)-5,8-dihydro-1,7-naphthyridine-7(6H)-carboxylate CN(C(\C=C\C)=O)C1=NC=2CN(CCC2C=C1)C(=O)OC(C)(C)C